(E)-N8-hydroxy-N1-(4-methoxybenzyl)-2-((naphthalen-1-yloxy)methyl)-2-octenediamide ONC(CCCC/C=C(/C(=O)NCC1=CC=C(C=C1)OC)\COC1=CC=CC2=CC=CC=C12)=O